CC1=C2C=CC(=CC2=CC=C1C)S(=O)(=O)O 5,6-dimethyl-2-naphthalenesulfonic acid